2,3-difluoro-5-bromopyridine FC1=NC=C(C=C1F)Br